3-amino-3-{[2-(cyclobutanecarbonyloxy)ethyl]carbamoyl}propanoic acid NC(CC(=O)O)C(NCCOC(=O)C1CCC1)=O